1-(Cyclopropanecarboxamido)-9H-pyrido[3,4-b]indole-7-carboxylic acid methyl ester COC(=O)C1=CC=C2C3=C(NC2=C1)C(=NC=C3)NC(=O)C3CC3